1-(tert-butyl) 3-ethyl 3-(((benzyloxy)carbonyl)amino)azetidine-1,3-dicarboxylate C(C1=CC=CC=C1)OC(=O)NC1(CN(C1)C(=O)OC(C)(C)C)C(=O)OCC